4,4'-Bis(5-methylbenzoxazol-2-yl)stilben CC=1C=CC2=C(N=C(O2)C2=CC=C(C=C2)C=CC2=CC=C(C=C2)C=2OC3=C(N2)C=C(C=C3)C)C1